9-bromo-10-(4-(naphthalen-2-yl)phenyl)anthracene BrC=1C2=CC=CC=C2C(=C2C=CC=CC12)C1=CC=C(C=C1)C1=CC2=CC=CC=C2C=C1